FC1=C(C#N)C=CC(=C1)[C@@H]1C[C@@]12C(NC1=CC=C(C=C21)OC)=O |r| racemic-2-Fluoro-4-((1R,2S)-5'-methoxy-2'-oxospiro[cyclopropane-1,3'-indolin]-2-yl)benzonitrile